ClC=1C(=C2CCCCN2C1C(C(=O)N[C@H]1COC[C@@H]1O)=O)C(=O)NC1=CC(=C(C=C1)F)Cl 2-chloro-N-(3-chloro-4-fluorophenyl)-3-(2-(((3S,4R)-4-hydroxytetrahydrofuran-3-yl)amino)-2-oxoacetyl)-5,6,7,8-tetrahydroindolizine-1-carboxamide